NC1=C(C=C(C=C1)C1=NN(C2=NC=NC(=C21)N)C2CN(C2)C)F 3-(4-AMINO-3-FLUOROPHENYL)-1-(1-METHYLAZETIDIN-3-YL)-1H-PYRAZOLO[3,4-D]PYRIMIDIN-4-AMINE